OC1(NCCC1)C(=O)O 2-hydroxypyrrolidine-2-carboxylic acid